(2-Butoxy-1-methylethoxy)-2-propanamin C(CCC)OCC(OCC(C)N)C